2-(2-chloro-4-(4,4,5,5-tetramethyl-1,3,2-dioxaborolan-2-yl)phenyl)ethan-1-ol ClC1=C(C=CC(=C1)B1OC(C(O1)(C)C)(C)C)CCO